Ethyl (S)-2-cyclopentyl-2-fluoroacetate C1(CCCC1)[C@@H](C(=O)OCC)F